1-pyrenebutanol C1(=CC=C2C=CC3=CC=CC4=CC=C1C2=C34)CCCCO